NC1=NC2=CC=C(C=C2C=C1C)C(=O)N(CC1=NC=C(C=C1)C(F)(F)F)C[C@@H]1C[C@H](CCC1)O 2-amino-N-(((1S,3S)-3-hydroxycyclohexyl)methyl)-3-methyl-N-((5-(trifluoromethyl)-2-pyridinyl)methyl)-6-quinolinecarboxamide